(3S,4R)-4-((7-(3,3-difluorocyclopentyl)-5-fluoropyrrolo[2,1-f][1,2,4]triazin-2-yl)amino)tetrahydro-2H-pyran-3-ol FC1(CC(CC1)C1=CC(=C2C=NC(=NN21)N[C@H]2[C@@H](COCC2)O)F)F